ClC1=C(C(=C(C=C1)C1(CC1)C(=O)NC1CN(CCC(C1)C)C1=NN=NN1)OC)C 1-(4-chloro-2-methoxy-3-methylphenyl)-N-(5-methyl-1-(1H-tetrazol-5-yl)azepan-3-yl)cyclopropane-1-carboxamide